4-ethyl-4'-hydroxyazobenzene C(C)C1=CC=C(C=C1)N=NC1=CC=C(C=C1)O